C(#N)CC(=O)O α-cyanoacetic acid